O1C(C1(C(=O)O)C(=O)O)(C(=O)O)C(=O)O 1-oxacyclopropane-2,2,3,3-tetracarboxylic acid